C(C)OCC1(CN(CC1(C)C)C(C)(C)C=1C=CC(=NC1)C)CCC=1SC(=CC1)F 5-(2-(3-(ethoxymethyl)-3-(2-(5-fluorothiophen-2-yl)ethyl)-4,4-dimethylpyrrolidin-1-yl)propan-2-yl)-2-methylpyridine